ClC1=C(C(=C(C=C1OC)OC)F)N1C(N(C2=C(C1)C=NC1=C2C=CN1)CC)=O 3-(2-chloro-6-fluoro-3,5-dimethoxyphenyl)-1-ethyl-1,3,4,7-tetrahydro-2H-pyrrolo[3',2':5,6]pyrido[4,3-d]pyrimidin-2-one